(R)-7-bromo-3-((3-((1-(2-methoxyisohexanoyl)pyrrolin-3-yl)oxy)-3-oxopropyl)amino)benzo[e][1,2,4]triazine-1,4-dioxide BrC1=CC2=C([N+](=C(N=[N+]2[O-])NCCC(=O)OC2=CN(CC2)C([C@@H](CC(C)C)OC)=O)[O-])C=C1